[(6Z,16Z)-12-[6-(dimethylamino)hexanoyloxy]docosa-6,16-dien-11-yl](Z)-undec-5-enoate CN(CCCCCC(=O)OC(C(CCC\C=C/CCCCC)OC(CCC\C=C/CCCCC)=O)CCC\C=C/CCCCC)C